ClC1=CC=C(C=C1)[C@@H](NC(=O)[C@H]1NC(NC1)=O)C1=CC=2CC(C2C=C1)(F)F (S)-N-((R)-(4-chlorophenyl)(7,7-difluorobicyclo[4.2.0]octa-1(6),2,4-trien-3-yl)methyl)-2-oxoimidazolidine-4-carboxamide